ClC1=CC=C(OCC(=O)N2CCN(CC2)CC2=NC3=CC=CC=C3C(N2C2=C(C=CC(=C2)C(CN2CCC(CC2)(C)O)=O)OC(C)C)=O)C=C1 2-((4-(2-(4-chlorophenoxy)acetyl)piperazin-1-yl)methyl)-3-(5-(2-(4-hydroxy-4-methylpiperidin-1-yl)acetyl)-2-isopropoxyphenyl)quinazolin-4(3H)-one